(Z)-3-(4-(5-(4-ethylbenzylidene)-2,4-dioxothiazolidin-3-yl)butanamido)benzoic acid C(C)C1=CC=C(\C=C/2\C(N(C(S2)=O)CCCC(=O)NC=2C=C(C(=O)O)C=CC2)=O)C=C1